methyl 1-(4-bromo-2,6-diisopropylbenzyl)piperidine-4-carboxylate BrC1=CC(=C(CN2CCC(CC2)C(=O)OC)C(=C1)C(C)C)C(C)C